dihydropyrrolo[3,4-d]imidazol N1CN=C2C1=CN=C2